FC=1C=CC2=C(C(=C3C=NNC3=C2)C2=NC=CC3=C2N(C=2N=C(N=C(C23)N2CCOC[C@](C2)(O)C)SC)C)C1C#C[Si](C(C)C)(C(C)C)C(C)C (6S)-4-(8-(6-fluoro-5-((triisopropylsilyl)ethynyl)-1H-benzo[f]indazol-4-yl)-9-methyl-2-(methylthio)-9H-pyrido[4',3':4,5]pyrrolo[2,3-d]pyrimidin-4-yl)-6-methyl-1,4-oxazepan-6-ol